hexamethyl-Phosphoric acid triamide CN(P(N(C)C)(N(C)C)=O)C